4-iodo-2-(6-azaspiro[2.5]oct-6-yl)benzaldehyde IC1=CC(=C(C=O)C=C1)N1CCC2(CC2)CC1